Rac-(2r,3s,5r)-4-[[3-(3,4-difluoro-2-methoxy-phenyl)-5-ethyl-5-(trifluoromethyl)tetrahydrofuran-2-carbonyl]amino]pyridine-2-carboxylic acid methyl ester COC(=O)C1=NC=CC(=C1)NC(=O)[C@@H]1O[C@](C[C@H]1C1=C(C(=C(C=C1)F)F)OC)(C(F)(F)F)CC |r|